4-Methanesulfonyl-N-[(2S)-5-[[(1R,2S)-2-(4-fluorophenyl)cyclopropyl]amino]-1-(4-methyl-3-oxopiperazin-1-yl)-1-oxopentan-2-yl]benzamide CS(=O)(=O)C1=CC=C(C(=O)N[C@H](C(=O)N2CC(N(CC2)C)=O)CCCN[C@H]2[C@@H](C2)C2=CC=C(C=C2)F)C=C1